Dodecyl (E)-2-(4-((2,6-Difluorophenyl)diazenyl)-1H-pyrazol-1-yl)acetate FC1=C(C(=CC=C1)F)/N=N/C=1C=NN(C1)CC(=O)OCCCCCCCCCCCC